BrC1=CC=C(C=C1)C12C(C3=C(C=NC=C3OC)O1)(C(C(C2C2=CC=CC=C2)C(=O)N(CC(F)(F)F)C)O)O 7a-(4-bromophenyl)-4b,5-dihydroxy-4-methoxy-N-methyl-7-phenyl-N-(2,2,2-trifluoroethyl)-4b,6,7,7a-tetrahydro-5H-cyclopenta[4,5]furo[2,3-c]pyridine-6-carboxamide